(R)-N-(amino(4-((methylamino)methyl)phenyl)(oxo)-λ6-sulfaneylidene)-2-(6-(difluoromethyl)-2,4-diisopropylpyridin-3-yl)acetamide N[S@](=NC(CC=1C(=NC(=CC1C(C)C)C(F)F)C(C)C)=O)(=O)C1=CC=C(C=C1)CNC